2-(piperidin-4-yl)propanenitrile hydrochloride Cl.N1CCC(CC1)C(C#N)C